C(C)C=1C=CC=C2C=C(C=C(C12)C=1C=C2N=C(N=C3C2=C(OCC2[C@H]4CC[C@@H](CN32)N4C(=O)OCC4=CC=CC=C4)N1)F)OCOC benzyl (6R,9S)-2-(8-ethyl-3-(methoxymethoxy)naphthalen-1-yl)-12-fluoro-5a,6,7,8,9,10-hexahydro-5H-4-oxa-3,10a,11,13,14-pentaaza-6,9-methanonaphtho[1,8-ab]heptalene-14-carboxylate